FC1=C(C=C(C=C1)NC(=O)C=1N(C=C2C1OC[C@]1([C@@H](NS2(=O)=O)CN(C1)C(=O)OCC)C)C)C (3aR,10aR)-ethyl 8-((4-fluoro-3-methylphenyl)carbamoyl)-7,10a-dimethyl-3a,4,10,10a-tetrahydro-1H,7H-dipyrrolo[3,4-b:3',4'-f][1,4,5]oxathiazocine-2(3H)-carboxylate 5,5-dioxide